C(C)(=O)NNC(=O)C12CC(CC(N1C(=O)NC1=CC(=C(C=C1)C(F)(F)F)C=1C=NC=C(C1)F)C2)C 1-(2-acetylhydrazine-1-carbonyl)-N-(3-(5-fluoropyridin-3-yl)-4-(trifluoromethyl)phenyl)-3-methyl-6-azabicyclo[3.1.1]heptane-6-carboxamide